4-amino-2-(7,7-difluoro-3-azabicyclo[4.1.0]heptan-3-yl)-N-(3-(4,4-difluoropiperidin-1-yl)-4-methoxyphenyl)benzamide NC1=CC(=C(C(=O)NC2=CC(=C(C=C2)OC)N2CCC(CC2)(F)F)C=C1)N1CC2C(C2CC1)(F)F